6-chloro-4-(4-methoxy-4-methylpiperidin-1-yl)-2-oxo-1,2-dihydro-1,5-naphthyridine-3-carbonitrile ClC=1N=C2C(=C(C(NC2=CC1)=O)C#N)N1CCC(CC1)(C)OC